5-[1-(3,4-dimethylpyrimido[4',5':4,5]thieno[2,3-c]pyridazin-8-yl)azetidin-3-yl]oxypyridine-2-carbonitrile dihydrochloride Cl.Cl.CC1=C(C2=C(N=N1)SC1=C2N=CN=C1N1CC(C1)OC=1C=CC(=NC1)C#N)C